6-(2-fluoroethoxy)-7-methyl-pteridine FCCOC=1N=C2C=NC=NC2=NC1C